CN(CCNC(CCCS(=O)(=O)O)=O)C 4-((2-(dimethylamino)ethyl)amino)-4-oxo-butane-1-sulfonic acid